2-Fluoro-N-methyl-5-((4-oxo-7-(prop-1-ynyl)-3,4-dihydrophthalazin-1-yl)methyl)-N-((5-(trifluoromethyl)-1,3,4-oxadiazol-2-yl)methyl)benzamide FC1=C(C(=O)N(CC=2OC(=NN2)C(F)(F)F)C)C=C(C=C1)CC1=NNC(C2=CC=C(C=C12)C#CC)=O